2-((2-ethyl-6-(6-(4-(pyrrolidine-1-carbonyl)piperidin-1-yl)pyridin-3-yl)imidazo[1,2-a]pyridin-3-yl)(methyl)amino)-4-(4-fluorophenyl)thiazole-5-carbonitrile hydrochloride Cl.C(C)C=1N=C2N(C=C(C=C2)C=2C=NC(=CC2)N2CCC(CC2)C(=O)N2CCCC2)C1N(C=1SC(=C(N1)C1=CC=C(C=C1)F)C#N)C